2-aminomethyl-3,5-dimethylphenol NCC1=C(C=C(C=C1C)C)O